FC(C(=O)N(CC1=CC=C(C=C1)OC)C1CC2C(N1C(=O)[O-])CCC2)(F)F (2,2,2-trifluoro-N-(4-methoxybenzyl)acetamido)hexahydrocyclopenta[b]pyrrole-1(2H)-carboxylate